C1(=CC=C(C=C1)N1C(CC(CC1=O)(C)C)=O)N1C(CC(CC1=O)(C)C)=O 1,1'-(1,4-phenylene)bis(4,4-dimethylpiperidine-2,6-dione)